C(C)OC(=O)C1=NC(=C(NC1=O)C)Br 6-bromo-5-methyl-3-oxo-3,4-dihydropyrazine-2-carboxylic acid ethyl ester